CC1=CC=C(C=C1)S(=O)(=O)OCCOCCN(C(=O)OC(C)(C)C)C1=CC2=C(N=C(S2)C2=CC=C(C=C2)C=2C=NC(=CC2)N(C)C)C=C1 2-[2-[[2-[4-[6-(dimethylamino)pyridin-3-yl]-phenyl]-1,3-benzothiazol-6-yl]-[(2-methylpropan-2-yl)oxycarbonyl]amino]ethoxy]ethyl 4-methylbenzenesulfonate